COC1=C(C=CC(=N1)C1=CC=C(N=N1)NC1CCN(CC1)C(=O)OC(C)(C)C)C=1C=NN(C1)C tert-butyl 4-({6-[6-methoxy-5-(1-methylpyrazol-4-yl)pyridin-2-yl]pyridazin-3-yl} amino)piperidine-1-carboxylate